di-tert-butylphosphonium C(C)(C)(C)[PH2+]C(C)(C)C